(E)-1-phenyl-2-buten-1-ol C1(=CC=CC=C1)C(\C=C\C)O